CN1N=C(C(=C1)C=1C=NC=2CCN(CC2C1)C1=C(C=C2C(=N1)CNC2=O)C)C (3-(1,3-dimethyl-1H-pyrazol-4-yl)-7,8-dihydro-1,6-naphthyridin-6(5H)-yl)-3-methyl-6,7-dihydro-5H-pyrrolo[3,4-b]pyridin-5-one